ClC1=NC(=C2C(=N1)N(N=C2C)C)NCC2=CC=C(C=C2)S(=O)(=O)N 4-((6-Chloro-1,3-dimethyl-1H-pyrazolo[3,4-d]pyrimidin-4-yl)aminomethyl)-benzenesulfonamide